3,3-bis(fluoromethyl)-2''-oxo-1'',2''-dihydrodispiro[cyclobutane-1,2'-pyrrolidine-3',3''-indole]-5'-carboxamide FCC1(CC2(NC(CC23C(NC2=CC=CC=C32)=O)C(=O)N)C1)CF